FC=1C=CC(=C(CN2C(C=3N(CC2)C=C(C3)C3=CC(=NC=C3C(=O)O)NC3=CC=NN3C)=O)C1)CO 4-(2-(5-fluoro-2-(hydroxymethyl)benzyl)-1-oxo-1,2,3,4-tetrahydropyrrolo[1,2-a]pyrazin-7-yl)-6-((1-methyl-1h-pyrazole-5-yl)amino)nicotinic acid